[Br-].COCC[NH+]1C(N(C2=C1C(C1=CC=CC=C1C2=O)=O)CC2=NC=CN=C2)C 1-(2-Methoxyethyl)-2-methyl-4,9-dioxo-3-(pyrazin-2-ylmethyl)-4,9-dihydro-1H-naphtho[2,3-d]imidazolium monobromide